NC1=NC=NN2C1=C(C=C2C2=NOC(=C2)C)C2=CC(=C(C=C2)CC(=O)OC(C)(C)C)OC tert-Butyl 2-(4-(4-amino-7-(5-methylisoxazol-3-yl)pyrrolo[2,1-F][1,2,4]triazin-5-yl)-2-methoxyphenyl)acetate